1,2-Hexadecanediol C(C(CCCCCCCCCCCCCC)O)O